FC1=NNC=C1C=1C=CC(=C(C1)O)C1=CN=C(N=N1)N1CC(NCC1)C(C)(C)O 5-(3-fluoro-1H-pyrazol-4-yl)-2-{3-[3-(2-hydroxypropan-2-yl)piperazin-1-yl]-1,2,4-triazin-6-yl}phenol